Cl\C=C\C(Cl)(Cl)Cl e-1,3,3,3-tetrachloropropene